1,4-butanediol dioleate C(CCCCCCC\C=C/CCCCCCCC)(=O)OCCCCOC(CCCCCCC\C=C/CCCCCCCC)=O